3-[(1R)-1-(2,5-dimethylpyrrol-1-yl)ethyl]benzoic acid benzyl ester C(C1=CC=CC=C1)OC(C1=CC(=CC=C1)[C@@H](C)N1C(=CC=C1C)C)=O